ClC1=C(CN2C(C3=NC=CC=C3C2=O)([2H])[2H])C(=CC(=C1)C=1C2=CN(N=C2C=CC1)C([2H])([2H])[2H])F 6-(2-chloro-6-fluoro-4-(2-(methyl-d3)-2H-indazol-4-yl)benzyl)-6,7-dihydro-5H-pyrrolo[3,4-b]pyridin-5-one-7,7-d2